BrC=1C=C2C(=NC1)N(C(=C2I)C)S(=O)(=O)C2=CC=C(C)C=C2 5-bromo-3-iodo-2-methyl-1-tosyl-1H-pyrrolo[2,3-b]pyridine